BrC1=NC=C(C2=C1NC=N2)C(=O)N2CCC=1N(N=C3CCN(CC2C13)C(C=C)=O)C1=C(C=C(C=C1)C(C)C)O 1-(5-(4-bromo-3H-imidazo[4,5-c]pyridine-7-carbonyl)-2-(2-hydroxy-4-isopropylphenyl)-2,3,4,5,5a,6,8,9-octahydro-7H-1,2,5,7-tetraazabenzo[cd]azulen-7-yl)prop-2-en-1-one